2,3,5-trimethylpentanediol CC(C(O)O)C(CCC)C